1,1,1,3,3-pentachloro-2-n-propyldisilazane Cl[Si](N([SiH](Cl)Cl)CCC)(Cl)Cl